5-(((5-fluoro-2,3-dihydrobenzofuran-4-yl)methyl)amino)-8-(tetrahydro-2H-pyran-4-yl)imidazo[1,2-c]pyrimidine-2-carboxylic acid FC=1C=CC2=C(CCO2)C1CNC1=NC=C(C=2N1C=C(N2)C(=O)O)C2CCOCC2